C(#N)C(CCC(=O)O)(C)SC(=S)C1=CC=CC=C1 4-cyano-4-[(phenylthiocarbonyl)thio]pentanoic acid